(S)-2-hydroxypropionate O[C@H](C(=O)[O-])C